N1C=CC2=CC(=CC=C12)\C=C/1\C(NC(=N1)N(C)C1=CC2=C(N=CS2)C=C1)=O (Z)-5-((1H-indol-5-yl)methylene)-2-(benzo[d]thiazol-6-yl-(methyl)amino)-3,5-dihydro-4H-imidazol-4-one